C(C)(C)(C)OC(=O)N[C@H](C(=O)O)CCCN(CC=C)C1[C@@H](C1)C1=CC=C(C=C1)F (2S)-2-[[(tert-Butoxy)carbonyl]amino]-5-[[(2S)-2-(4-fluorophenyl)cyclopropyl](prop-2-en-1-yl)amino]pentanoic acid